(R)-1-(2-((2,2'-dichloro-3'-((2-isopropylpyrido[3,2-d]pyrimidin-4-yl)amino)-[1,1'-biphenyl]-3-yl)carbamoyl)-4,5,6,7-tetrahydropyrazolo[1,5-a]pyridin-4-yl)azetidine-3-carboxylic acid ClC1=C(C=CC=C1NC(=O)C1=NN2C([C@@H](CCC2)N2CC(C2)C(=O)O)=C1)C1=C(C(=CC=C1)NC=1C2=C(N=C(N1)C(C)C)C=CC=N2)Cl